Methyl 6-methyl-7,8-dihydro-6H-9-oxa-2,2a,5,6-tetraazabenzo[cd]azulene-4-carboxylate CN1C=2C=3N(N=CC3OCC1)C=C(N2)C(=O)OC